(R)-3-(5-(2-Benzyl-4-(methylsulfonyl)piperazin-1-yl)-3-(methylamino)-1H-indazol-1-yl)-2,6-difluoro-5-(trifluoromethyl)phenol C(C1=CC=CC=C1)[C@H]1N(CCN(C1)S(=O)(=O)C)C=1C=C2C(=NN(C2=CC1)C=1C(=C(C(=C(C1)C(F)(F)F)F)O)F)NC